ClC1=NC(=C2N=CN(C2=N1)C1=NN(C(=C1)C)C)Cl 2,6-Dichloro-9-(1,5-dimethyl-1H-pyrazol-3-yl)-9H-purine